2-(4-cyclopropyl-6-methoxypyrimidin-5-yl)-N-((4-(1-isopropyl-4-(trifluoromethyl)-1H-imidazol-2-yl)cuban-1-yl)methyl)-7-methyl-7H-purin-6-amine C1(CC1)C1=NC=NC(=C1C1=NC(=C2N(C=NC2=N1)C)NCC12C3C4C5(C3C1C5C24)C=2N(C=C(N2)C(F)(F)F)C(C)C)OC